S1C2=C(C=C1C=O)SC(=C2)C=O thieno[3,2-b]thiophene-2,5-dialdehyde